COC[C@@H]1[C@H](C2=NC=CC=C2O1)CC(=O)O |r| rac-[(2S,3S)-2-(methoxymethyl)-2,3-dihydrofuro[3,2-b]pyridin-3-yl]acetic acid